tert-butyl (R)-6-((4-(5-aminopyrazin-2-yl)-1H-pyrazol-1-yl)methyl)-7-oxa-4-azaspiro[2.5]octane-4-carboxylate NC=1N=CC(=NC1)C=1C=NN(C1)C[C@H]1CN(C2(CC2)CO1)C(=O)OC(C)(C)C